FC1([C@@H](C[C@H]2C[C@@H]([C@H]3[C@@H]4CC[C@H]([C@@H](CCC(=O)N5CCOCC5)C)[C@]4(CC[C@@H]3[C@]2(C1)C)C)O)O)F N-(2,2-difluoro-3β,7β-dihydroxy-5β-cholan-24-oyl)-morpholine